P(=O)(O)(O)O.OCC([Na])[Na] hydroxyethylidenedisodium hydrogen phosphate